NC(S(=O)O)=N amino(imino)methanesulfinic acid